BrC1=CC=C(OC(C(C)(O)C)(F)F)C=C1 1-(4-Bromophenoxy)-1,1-difluoro-2-methylpropan-2-ol